BrC1=C2CC[C@@H](C2=CC=C1)O (S)-4-bromo-2,3-dihydro-1H-inden-1-ol